[2H][C@](C)(N)C1=C(C(=CC=C1)C(F)(F)F)F (1R)-1-Deuterio-1-[2-fluoro-3-(trifluoromethyl)phenyl]ethanamine